O=C1NC2(C(N1)=O)C(CCC2)CC2=C(C=CC(=C2)C(=O)N)C2=CC=CC=C2 ((2,4-dioxo-1,3-diazaspiro[4.4]nonane-6-yl)methyl)-[1,1'-biphenyl]-4-carboxamide